CC=1OC(=C(N1)C)C(=O)N1CCN(CC1)C(COC=1C=CC=C2C(=NN(C12)C)C1C(NC(CC1)=O)=O)=O 3-(7-(2-(4-(2,4-dimethyloxazole-5-carbonyl)piperazin-1-yl)-2-oxoethoxy)-1-methyl-1H-indazol-3-yl)piperidine-2,6-dione